2-fluoro-6-iodo-N-(1-methyl-1H-1,2,3-triazol-4-yl)-N-((2-(trimethylsilyl)ethoxy)methyl)benzamide tert-butyl-2-[1-(3,4-difluorophenyl)pyrazol-4-yl]acetate C(C)(C)(C)OC(CC=1C=NN(C1)C1=CC(=C(C=C1)F)F)=O.FC1=C(C(=O)N(COCC[Si](C)(C)C)C=2N=NN(C2)C)C(=CC=C1)I